methoxy-1-butyl-1-propanesulfonate COC(CC)(S(=O)(=O)[O-])CCCC